[N].C1(CC1)C(=O)C1CC1 cyclopropyl ketone nitrogen